5-((5-(6-(trifluoromethyl)pyridazin-3-yl)oxazol-2-yl)amino)pyridinecarbonitrile FC(C1=CC=C(N=N1)C1=CN=C(O1)NC=1C=CC(=NC1)C#N)(F)F